N=1N=CN2C1C=CC(=C2)C2=C(N=C(C=1N2N=C(N1)C(O)C1=C(C=CC=C1F)F)N)C1=C(C#N)C=CC=C1 (5-([1,2,4]triazolo[4,3-a]pyridin-6-yl)-8-amino-2-((2,6-difluorophenyl)(hydroxy)methyl)-[1,2,4]triazolo[1,5-a]pyrazin-6-yl)benzonitrile